N-t-octylacetamide C(C)(C)(CC(C)(C)C)NC(C)=O